FC1=C(C=C(C=C1)NC(=O)[C@@H]1[C@@H]([C@@H]\2CC[C@H]1/C2=C/C(F)(F)F)NC(=O)C2CC(CCC2)C=2C=C(C(=O)OC(C)(C)C)C=CC2)C(F)(F)F tert-butyl 3-(3-(((1R-2R,3S,4R,Z)-3-((4-fluoro-3-(trifluoromethyl)phenyl)carbamoyl)-7-(2,2,2-trifluoroethylidene)bicyclo[2.2.1]heptan-2-yl)carbamoyl)cyclohexyl)benzoate